3-oxo-3,4-dihydro-2H-1,4-benzoxazin O=C1COC2=C(N1)C=CC=C2